FC=1C=C(C=C(C1OC(F)(F)F)F)C1=C(C2=C(CCC1)C=C(C=C2)O)C2=CC=C(C=C2)O[C@@H]2CN(CC2)CCCF 6-[3,5-difluoro-4-(trifluoro-methoxy)phenyl]-5-[4-[(3S)-1-(3-fluoropropyl)pyrrolidin-3-yl]oxyphenyl]-8,9-dihydro-7H-benzo[7]annulen-2-ol